N-(4-Chloro-3-cyano-1H-indol-7-yl)-1-[(1S)-2-hydroxy-1-methylethyl]pyrazol-4-sulfonamid ClC1=C2C(=CNC2=C(C=C1)NS(=O)(=O)C=1C=NN(C1)[C@H](CO)C)C#N